N-(4-(9-isopropyl-6-((4-methoxybenzyl)amino)-8-oxo-8,9-dihydro-7H-purin-7-yl)benzyl)-2-methoxybenzamide C(C)(C)N1C2=NC=NC(=C2N(C1=O)C1=CC=C(CNC(C2=C(C=CC=C2)OC)=O)C=C1)NCC1=CC=C(C=C1)OC